C(C)(C)(C)C1=CC(=NC=N1)N[C@H](C(=O)O)CCN(CCCCC1=NC=2NCCCC2C=C1)CCOC (S)-2-((6-(tert-butyl)pyrimidin-4-yl)amino)-4-((2-methoxyethyl)(4-(5,6,7,8-tetrahydro-1,8-naphthyridin-2-yl)butyl)amino)butanoic acid